(tribromo)acetic acid BrC(C(=O)O)(Br)Br